CC1=C(SC2=CN=NC=C21)C dimethylthieno[2,3-d]pyridazin